2,4,6-tris(2-hydroxy-3-methyl-4-methoxycarbonylpropyloxyphenyl)-1,3,5-triazine OC1=C(C=CC(=C1C)OCCCC(=O)OC)C1=NC(=NC(=N1)C1=C(C(=C(C=C1)OCCCC(=O)OC)C)O)C1=C(C(=C(C=C1)OCCCC(=O)OC)C)O